hexa-fluoronorleucine FC(C([C@](N(F)F)(C(=O)O)F)(F)F)CC